2-amino-4-(2,2,2-trifluoroethyl)phenol NC1=C(C=CC(=C1)CC(F)(F)F)O